C(C)(C)(C)OC(=O)N1C[C@@H](N(CC1)C=1C2=C(N=CN1)C(=CN2COCC[Si](C)(C)C)B(O)O)C (S)-(4-(4-(tert-butoxycarbonyl)-2-methylpiperazin-1-yl)-5-((2-(trimethylsilyl)ethoxy)methyl)-5H-pyrrolo[3,2-d]pyrimidin-7-yl)boronic acid